N-{3-[5-(2-aminopyrimidin-4-yl)-2-pyrrolidin-2-yl-thiazol-4-yl]-2-fluorophenyl}-2,5-difluorobenzenesulfonamide NC1=NC=CC(=N1)C1=C(N=C(S1)C1NCCC1)C=1C(=C(C=CC1)NS(=O)(=O)C1=C(C=CC(=C1)F)F)F